1-carboxypropione C(=O)(O)CCC(=O)CC